C1C=C(C(=O)[C@H]([C@@H]1CO)O)O The molecule is a cyclic ketone comprising cyclohexen-2-one having hydroxy groups at the 2- and 6-positions and a hydroxymethyl group at the 5-position. It is a cyclic ketone and a secondary alpha-hydroxy ketone. It derives from a cyclohex-2-enone. It is a conjugate acid of a (4S,5S)-5-hydroxy-4-(hydroxymethyl)-6-oxocyclohex-1-en-1-olate.